2-oxo-1-phenyl-4-(4-pyrrolin-1-yl)-7-(trifluoromethyl)-1,2-dihydro-1,8-naphthyridine-3-carbonitrile O=C1N(C2=NC(=CC=C2C(=C1C#N)N1CCC=C1)C(F)(F)F)C1=CC=CC=C1